2-bromo-6-fluoro-4-isopropylphenol BrC1=C(C(=CC(=C1)C(C)C)F)O